[4-(6-aminohexyl)-3-methyl-2-oxo-1,3-benzodiazol-1-yl]piperidine-2,6-dione hydrochloride Cl.NCCCCCCC1=CC=CC=2N(C(N(C21)C)=O)N2C(CCCC2=O)=O